(R/S)-3-[[5-[3-(Difluoromethoxy)-4-fluoro-phenyl]-2-methyl-3-pyridyl]methyl]-4-methyl-oxazolidin-2-one FC(OC=1C=C(C=CC1F)C=1C=C(C(=NC1)C)CN1C(OC[C@H]1C)=O)F |r|